1-fluoroheptadecan-9-yl 8-((2-hydroxyethyl)(6-((7-methyloctyl)oxy)-6-oxohexyl)amino)octanoate OCCN(CCCCCCCC(=O)OC(CCCCCCCCF)CCCCCCCC)CCCCCC(=O)OCCCCCCC(C)C